Cl.CC1=C(C(=NO1)C1=CC=CC=C1)C(=O)N 5-methyl-3-phenylisoxazole-4-carboxamide hydrochloride